CN1N=CC(=C1)C=1C=C2C=C(N=CC2=CC1)NC(=O)C1CC2(CN(C2)C(C(F)(F)F)=O)C1 N-(6-(1-methyl-1H-pyrazol-4-yl)isoquinolin-3-yl)-2-(2,2,2-trifluoroacetyl)-2-azaspiro[3.3]heptane-6-carboxamide